NC(CC1=CC(=C(C#N)C=C1OC)OC)C 4-(2-aminopropyl)-2,5-dimethoxybenzonitrile